O=C(C=O)C(C=O)=O 2,3-dioxo-butanedialdehyde